4-imidazoleacetate N1C=NC(=C1)CC(=O)[O-]